lauryl-methylglucose C(CCCCCCCCCCC)[C@@](C(=O)C)(O)[C@@H](O)[C@H](O)[C@H](O)CO